Ethyl (2Z)-3-[7-cyano-1-(oxan-2-yl) indazol-6-yl]-2-fluoroprop-2-enoate C(#N)C=1C(=CC=C2C=NN(C12)C1OCCCC1)\C=C(\C(=O)OCC)/F